CC1=C(NC(=C1)C1=NC=C(C=C1)C(F)(F)F)C(=O)OC Methyl 3-methyl-5-(5-(trifluoromethyl)pyridin-2-yl)-1H-pyrrole-2-carboxylate